CC1=NOC(=C1CO)C (3,5-dimethylisoxazol-4-yl)methanol